hydroxy-3'-(4-methoxyphenyl)-8'-oxo-8'H-spiro[cyclopentane-1,5'-indolizine] OC=1C=C(N2C3(C=CC(C12)=O)CCCC3)C3=CC=C(C=C3)OC